racemic-cis-5-Bromo-2-fluoro-3-[4-fluoro-3-methyloxan-4-yl]pyridine BrC=1C=C(C(=NC1)F)[C@]1([C@@H](COCC1)C)F |r|